tert-Butyl N-[2-[2-[4-cyano-2-[(4-cyclopropyltriazol-1-yl)methyl]phenyl]pyrimidin-5-yl]ethyl]carbamate C(#N)C1=CC(=C(C=C1)C1=NC=C(C=N1)CCNC(OC(C)(C)C)=O)CN1N=NC(=C1)C1CC1